FC1=C(C=CC=C1C(C(F)(F)F)(CO)O)C(C)NC1=NC(=NC2=CC3=C(C=C12)N(C(C3(C)C)=O)C)C 4-((1-(2-fluoro-3-(1,1,1-trifluoro-2,3-dihydroxypropan-2-yl)phenyl)ethyl)amino)-2,6,8,8-tetramethyl-6,8-dihydro-7H-pyrrolo[2,3-g]quinazolin-7-one